6,8-dichloroimidazo[1,2-b]pyridazine-3-carboxylate ClC=1C=C(C=2N(N1)C(=CN2)C(=O)[O-])Cl